BrC=1C=C2C=CN(C(C2=CC1)=O)COC(C1=CC=CC=C1)=O ((6-bromo-1-oxoisoquinolin-2(1H)-yl)methyl)benzoate